tert-butyl 4-(hydroxymethyl)-4-phenethylpiperidine-1-carboxylate OCC1(CCN(CC1)C(=O)OC(C)(C)C)CCC1=CC=CC=C1